FC(C1=CC=CC=2N=CNC21)(F)F 4-trifluoromethylbenzimidazol